N-(3-{7-bromo-3-[(trifluoromethyl)sulfanyl]-1-benzofuran-2-yl}prop-2-yn-1-yl)-4-methanesulfonyl-2-methoxyaniline BrC1=CC=CC=2C(=C(OC21)C#CCNC2=C(C=C(C=C2)S(=O)(=O)C)OC)SC(F)(F)F